C(=O)C=1N=C2C(=NC1)OC(=C2NC(OC(C)(C)C)=O)C(C)C tert-butyl N-(2-formyl-6-isopropyl-furo[2,3-b]pyrazin-7-yl)carbamate